C1(CC1)CNC(C1=CC=CC(=C1)S(=O)(=O)C1=CC=C(C=C1)F)=O N-(cyclopropylmethyl)-5-(4-fluorophenyl)sulfonyl-benzamide